ClC1=NC(=C(C(=O)NC=2C=C(C=CC2)[S@@](=O)(C)=NC(OC(C)(C)C)=O)C=C1)N1CCC(CCC1)(F)F tert-butyl (S)-((3-(6-chloro-2-(4,4-difluoroazepan-1-yl)nicotinamido)phenyl)(methyl)(oxo)-λ6-sulfaneylidene)carbamate